C[C@H]1OCCN(C1)C1=CC=CC(=N1)C=1C(=C(C(=O)N)C=CC1)N1CCC2(CC2)CC1 (6-((R)-2-methylmorpholino)pyridin-2-yl)-2-(6-azaspiro[2.5]octan-6-yl)benzamide